FC(C(=O)O)(F)F.NC=1C=C(C=C(C1)Cl)NC1C(NC(CC1)=O)=O 3-((3-amino-5-chlorophenyl)amino)piperidine-2,6-dione trifluoroacetate